[Si](C1=CC=CC=C1)(C1=CC=CC=C1)(C(C)(C)C)OC1C(C2=C(C=NC=3N2N=C(C3)Cl)C1C(=O)NC=1C=NC(=C(C1)Cl)N1N=CC=N1)(C)C 7-((tert-butyldiphenylsilyl)oxy)-2-chloro-N-(5-chloro-6-(2H-1,2,3-triazol-2-yl)pyridin-3-yl)-8,8-dimethyl-7,8-dihydro-6H-cyclopenta[e]pyrazolo[1,5-a]pyrimidine-6-carboxamide